5-(1-(8-cyclobutyl-8-azabicyclo[3.2.1]oct-3-yl)piperidin-4-yl)-6-fluoro-1-methyl-2-(4-(methylsulfonyl)phenyl)-1H-benzo[d]imidazole C1(CCC1)N1C2CC(CC1CC2)N2CCC(CC2)C2=CC1=C(N(C(=N1)C1=CC=C(C=C1)S(=O)(=O)C)C)C=C2F